4-([1,1'-biphenyl]-4-yl)-N-(3-(naphthalen-1-yl)phenyl)naphthalen-1-amine C1(=CC=C(C=C1)C1=CC=C(C2=CC=CC=C12)NC1=CC(=CC=C1)C1=CC=CC2=CC=CC=C12)C1=CC=CC=C1